(2-ethoxyphenyl)-2-[1-(piperazin-1-yl)ethyl]quinazoline C(C)OC1=C(C=CC=C1)C1=NC(=NC2=CC=CC=C12)C(C)N1CCNCC1